CN(C1C(CCC=C1)(C(=O)[O-])C1=CC=CC=C1)C 2-dimethylamino-1-phenyl-3-cyclohexene-1-carboxylate